7-fluoro-2,5-norbornadiene FC1C2C=CC1C=C2